C(C)(C)(C)OC(=O)N(C1=NC=CC(=C1)C=1OC=C(N1)C(=O)NC=1C(=NN(C1)C1=CC=C(C=C1)CO)C(=O)OC)CC(F)(F)F methyl 4-[[2-[2-[tert-butoxycarbonyl(2,2,2-trifluoroethyl)amino]-4-pyridyl]oxazole-4-carbonyl]amino]-1-[4-(hydroxymethyl)phenyl]pyrazole-3-carboxylate